(E)-N-(1-(2,4-bis(trifluoromethyl)benzyl)-5-methyl-1H-pyrazol-4-yl)-3-(furan-2-yl)acrylamide FC(C1=C(CN2N=CC(=C2C)NC(\C=C\C=2OC=CC2)=O)C=CC(=C1)C(F)(F)F)(F)F